C(#N)C=1N=CC(=NC1)NC1=CC(=C(N=N1)C(F)(F)F)NCC1CC[NH2+]CC1 4-((6-(5-cyanopyrazin-2-ylamino)-3-(trifluoromethyl)pyridazin-4-ylamino)methyl)piperidinium